ethyl 5-(benzyloxy)-3-oxopentanoate C(C1=CC=CC=C1)OCCC(CC(=O)OCC)=O